5-(3-((6-Bromoquinolin-4-yl)oxy)-5-methoxyphenyl)-3-methyl-1,2,4-oxadiazole BrC=1C=C2C(=CC=NC2=CC1)OC=1C=C(C=C(C1)OC)C1=NC(=NO1)C